ClC1=CC=C(C(=N1)C(F)(F)F)N 6-chloro-2-(trifluoromethyl)pyridine-3-amine